OCCS(=O)(=O)NC 2-hydroxy-N-methylethane-1-sulfonamide